C(CCCCCCCCCCCCC)N1C(=C(C(C2=C(C=C(C=C12)OC(=O)C(C)(C)C)OC(=O)C(C)(C)C)=O)OC(=O)C(C)(C)C)C1=CC=CC=C1 N-tetradecyl-2-phenyl-3,5,7-tri-(t-butylcarbonyloxy)-quinolin-4-one